13-{5-Azaspiro[2.5]octane-5-carbonyl}-9-(2-chlorophenyl)-3-methyl-16-thia-2,4,5,8-tetraazatetracyclo-[8.6.0.02,6.011,15]hexadeca-1(10),3,5,11(15)-tetraene C1CC12CN(CCC2)C(=O)C2CC=1C=3C(NCC4=NN=C(N4C3SC1C2)C)C2=C(C=CC=C2)Cl